NC[C@@H]1C[C@@H](CN1CC1=CC=CC=C1)C#N (3S,5S)-5-(aminomethyl)-1-phenylmethylpyrrolidine-3-carbonitrile